4-[2-(tert-Butoxy-carbonylamino)eth-yl]piperidine C(C)(C)(C)OC(=O)NCCC1CCNCC1